1,1-dioxo-3,3-dibutyl-5-phenyl-7-methylthio-8-ethoxycarbonylmethoxy-2,3,4,5-tetrahydro-1,2,5-benzothiadiazepine O=S1(NC(CN(C2=C1C=C(C(=C2)SC)OCC(=O)OCC)C2=CC=CC=C2)(CCCC)CCCC)=O